ON=C(N)N1CCN(CC1)C=1C=NN2C1C=CC(=C2)C=2C=NN(C2)C N'-hydroxy-4-(6-(1-methyl-1H-pyrazol-4-yl)pyrazolo[1,5-a]pyridin-3-yl)piperazine-1-carboximidamide